bis(3-methylenepent-4-enyl)octahydropyridoquinoline C=C(CCC1N(C2=C3C(CCC2CC1)N=CC=C3)CCC(C=C)=C)C=C